N-(8-amino-2,7-naphthyridin-4-yl)-2-((2R,5S)-2-(2-(rel-(S)-1-(dimethylamino)propan-2-yl)benzo[d]thiazol-5-yl)-5-methylpiperidin-1-yl)-2-oxoacetamide NC=1N=CC=C2C(=CN=CC12)NC(C(=O)N1[C@H](CC[C@@H](C1)C)C=1C=CC2=C(N=C(S2)[C@H](CN(C)C)C)C1)=O |o1:30|